C(C)OC=1NC(C=2C(N1)=NN(C2C)C2=C(C=C(C=C2)C)O)=O 6-ethoxy-2-(2-hydroxy-4-methylphenyl)-3-methyl-2,5-dihydro-4H-pyrazolo[3,4-d]pyrimidin-4-one